(2S)-(4-carboxy-5-methylthiazol-2-ylsulfanyl)-N-{[4-(3,4-dichlorobenzyl)morpholin-2-yl]methyl}acetamide C(=O)(O)C=1N=C(SC1C)SCC(=O)NC[C@H]1CN(CCO1)CC1=CC(=C(C=C1)Cl)Cl